tert-butyl (R)-4-(4-((1-(3-(difluoro(1-isopropylpiperidin-4-yl)methyl)-2-fluorophenyl)ethyl)amino)-2-methyl-7-oxo-7,8-dihydropyrido[2,3-d]pyrimidin-6-yl)piperidine-1-carboxylate FC(C=1C(=C(C=CC1)[C@@H](C)NC=1C2=C(N=C(N1)C)NC(C(=C2)C2CCN(CC2)C(=O)OC(C)(C)C)=O)F)(C2CCN(CC2)C(C)C)F